C12CSCC(CC1)N2C2=C(C=C(N)C=C2)F 4-(3-thia-8-aza-bicyclo[3.2.1]oct-8-yl)-3-fluoroaniline